bis-[3-(triethoxysilyl)propyl]hexamethylenediamine C(C)O[Si](CCCNCCCCCCNCCC[Si](OCC)(OCC)OCC)(OCC)OCC